(R)-3-(2,6-difluoro-3,5-dimethoxyphenyl)-7-(1,3-dimethyl-1H-pyrazol-4-yl)-1-((tetrahydrofuran-3-yl)methyl)-3,4-dihydropyrido[4,3-d]pyrimidin-2(1H)-one FC1=C(C(=C(C=C1OC)OC)F)N1C(N(C2=C(C1)C=NC(=C2)C=2C(=NN(C2)C)C)C[C@@H]2COCC2)=O